2-hydroxy-5-pyridinecarboxaldehyde OC1=NC=C(C=C1)C=O